N1=C(N=CC=C1)C1(CC1)NC(=O)[C@@H]1CN(CC[C@H]1NC(=O)C1=NOC(=C1)C1=C(C=C(C=C1)Cl)Cl)CC1CC1 (3R,4R)-1-Cyclopropylmethyl-4-{[5-(2,4-dichloro-phenyl)-isoxazole-3-carbonyl]-amino}-piperidine-3-carboxylic acid (1-pyrimidin-2-yl-cyclopropyl)-amide